C1(CC1)CCNC=1N=NC(=C(N1)C1=CC=CC=C1)C1=CC=CC=C1 N-(2-cyclopropylethyl)-5,6-diphenyl-1,2,4-triazin-3-amine